methyl 6-(difluoromethyl)-5-fluoropyridine-3-carboxylate FC(C1=C(C=C(C=N1)C(=O)OC)F)F